NC1=NC=CC2=C1C(=CN2[C@H]2C[C@@H](N(C2)C(C=C)=O)COC)C#CC2=CC1=C(N(C=N1)C1CC1)C=C2 1-((2R,4S)-4-(4-amino-3-((1-cyclopropyl-1H-benzo[d]imidazol-5-yl)ethynyl)-1H-pyrrolo[3,2-c]pyridin-1-yl)-2-(methoxymethyl)pyrrolidin-1-yl)prop-2-en-1-one